BrC1=C(OC=2C=C3C=4C=CC(=CC4C(C3=CC2)(C)C)N(C2=CC=CC=C2)C2=CC=CC=C2)C=CC=C1Br 6-(2,3-dibromophenoxy)-9,9-dimethyl-N,N-diphenyl-9H-fluoren-2-amine